N-(1'-(2-(hydroxymethyl)-6-methylpyrimidin-4-yl)-1',2'-dihydrospiro[cyclopropane-1,3'-pyrrolo[3,2-c]pyridin]-6'-yl)acetamide OCC1=NC(=CC(=N1)N1CC2(C=3C=NC(=CC31)NC(C)=O)CC2)C